5-iodo-2,4,6-trimethoxypyrimidine IC=1C(=NC(=NC1OC)OC)OC